OCCCCN(CCCCC/C(/C(=O)[O-])=C(\CCCCCCCC)/CCCCCC)CCCCC/C(/C(=O)[O-])=C(\CCCCCCCC)/CCCCCC ((4-hydroxybutyl)azanediyl)bis(pentane-5,1-diyl)(2E,2'E)-bis(3-hexylundec-2-enoate)